CN(C(=O)[C@@H]1CC12CCN(CC2)C(=O)OC(C(F)(F)F)C(F)(F)F)C2=NC=CC=C2 |r| 1,1,1,3,3,3-hexafluoro-propan-2-yl (±)-1-(methyl-(pyridin-2-yl)-carbamoyl)-6-azaspiro[2.5]-octane-6-carboxylate